[Co].[Fe].[Li] Lithium iron cobalt